C1(CCCCC1)CC(CC1CCCCC1)(COC)COC 1,3-dicyclohexyl-2,2-dimethoxymethylpropane